2-(4-(2-(benzo[d]oxazol-6-yl)-3-isopropyl-1H-indol-5-yl)piperidin-1-yl)-N,N-dimethylacetamide O1C=NC2=C1C=C(C=C2)C=2NC1=CC=C(C=C1C2C(C)C)C2CCN(CC2)CC(=O)N(C)C